FC1=C(C=CC(=C1F)OCCCCCCCCCCCCCCCC)S(=O)(=O)C=1C=NC2=CC=C(C=C2C1N1CCC(CC1)N1CCN(CC1)C1CCN(CC1)CC)S(=O)C 3-((2,3-difluoro-4-(hexadecyloxy)phenyl)sulfonyl)-4-(4-(4-(1-ethylpiperidin-4-yl)piperazin-1-yl)piperidin-1-yl)-6-(methylsulfinyl)quinoline